3',6'-bis(ethylamino)-2',7'-dimethyl-spiro[isobenzofuran-1(3H),9'-[9H]xanthene]-3-one C(C)NC=1C(=CC=2C3(C4=CC(=C(C=C4OC2C1)NCC)C)OC(C1=CC=CC=C13)=O)C